2-(Boc-amino)-ethyl-1-piperazinyl-propyl-piperazine C(=O)(OC(C)(C)C)NCCC1N(CCNC1)C(CC)N1CCNCC1